CN(C1=NC(=CC=C1NC(CC1=CC(=CC=C1)F)=O)NCC1=CC=C(C=C1)F)C N-[2-Dimethylamino-6-(4-fluoro-benzylamino)-pyridin-3-yl]-2-(3-fluoro-phenyl)-acetamide